FC1=C(C(=C(C(=C1OS(=O)(=O)C1=CC=C(C=C1)C(C)O)F)F)F)F 4-(1-hydroxyethyl)benzenesulfonic acid pentafluorophenyl ester